(S)-2-(4-(3,5'-dichloro-4-((3,5-difluoropyridin-2-yl)methoxy)-6-methyl-2-carbonyl-2H-[1,4'-bipyridyl]-2'-yl)pyrimidin-2-yl)-N,2-dimethylpropionamide ClC=1C(N(C(=CC1OCC1=NC=C(C=C1F)F)C)C1=CC(=NC=C1Cl)C1=NC(=NC=C1)C(C(=O)NC)(C)C)=C=O